C(CC)OC(=O)C12C(C(C1)(C2)C(=O)OCCC)Br 2-bromobicyclo[1.1.1]Pentane-1,3-dicarboxylic acid dipropyl ester